p-toluyl isocyanate C1(=CC=C(C=C1)N=C=O)C